1-benzyl-3,3-difluoropiperidine C(C1=CC=CC=C1)N1CC(CCC1)(F)F